1-[4-[4-(3,4-dichloro-2-fluoro-anilino)quinazolin-6-yl]-1-piperidyl]prop-2-en-1-one ClC=1C(=C(NC2=NC=NC3=CC=C(C=C23)C2CCN(CC2)C(C=C)=O)C=CC1Cl)F